2,7-bis[(3-ethyloxetan-3-yl)methoxy]naphthalene C(C)C1(COC1)COC1=CC2=CC(=CC=C2C=C1)OCC1(COC1)CC